FC(C(C)(C)C1=CC(=C(N1)C(C)C)N)(F)F 5-(1,1,1-trifluoro-2-methylpropan-2-yl)iso-propylAzol-3-amine